2,3,4-tri-O-benzyl-D-ribitol C(C1=CC=CC=C1)O[C@@H](CO)[C@H](OCC1=CC=CC=C1)[C@H](OCC1=CC=CC=C1)CO